COC=1C=C(C=C[N+](=O)[O-])C=C(C1OCCF)OC 3,5-Dimethoxy-4-(2-fluoroethoxy)-β-nitrostyrene